C(C1=CC=CC=C1)O[C@@H](CN1C(N(C(C2=C1SC(=C2C)C=2OC=CN2)=O)C(C(=O)O)(C)C)=O)C2=CC=CC=C2 2-[1-[(2R)-2-(benzyloxy)-2-phenylethyl]-5-methyl-6-(1,3-oxazol-2-yl)-2,4-dioxo-1H,2H,3H,4H-thieno[2,3-d]pyrimidin-3-yl]-2-methylpropanoic acid